OCCOC=1C=NN(C1C(=O)NC1=C(C=C(C=C1)B1OC(C(O1)(C)C)(C)C)C)C1OCCCC1 4-(2-hydroxyethoxy)-N-(2-methyl-4-(4,4,5,5-tetramethyl-1,3,2-dioxaborolan-2-yl)phenyl)-1-(tetrahydro-2H-pyran-2-yl)-1H-pyrazole-5-carboxamide